6-((4-methylpiperazin-1-yl)methyl)pyridin-3-amine CN1CCN(CC1)CC1=CC=C(C=N1)N